COC=1C=C(C=CC1C)NC(=O)C1CCC(CC1)N1C(C=2C=CC=C(C2C1)C(=O)OCC)=O ethyl 2-((1s,4s)-4-(3-methoxy-4-methylphenylcarbamoyl)cyclohexyl)-1-oxoisoindoline-4-carboxylate